Cl.FC1=CC=C(C=C1)[C@H]1CN(CC1)C=O ((S)-3-(4-fluorophenyl)pyrrolidin-1-yl)methanone, hydrochloride